BrC1=NC(=NC(=C1C)N1CCC(CC1)OC=1C=NC(=CC1)OC)C(=O)N 4-bromo-6-(4-((6-methoxypyridin-3-yl)oxy)piperidin-1-yl)-5-methylpyrimidine-2-carboxamide